FC(C1=NC=C(C=N1)CN)(F)F (2-(trifluoromethyl)pyrimidin-5-yl)methylamine